C(C)(C)(C)OC(=O)N1[C@@H](CCC1)C(C)=O (2S)-1-tert-Butoxycarbonyl-2-acetylpyrrolidine